6-(6,7-dimethoxyquinazoline-4-yloxy)-N,2-dimethyl-benzofuran-3-formamide COC=1C=C2C(=NC=NC2=CC1OC)OC1=CC2=C(C(=C(O2)C)C(=O)NC)C=C1